4-methylpentanedioate CC(CCC(=O)[O-])C(=O)[O-]